BrC1=C(C(=CC(=C1)F)C(NC1CC1)=O)NC(=O)[C@@H]1OCCC1 (R)-N-(2-bromo-6-(cyclopropylcarbamoyl)-4-fluorophenyl)tetrahydrofuran-2-carboxamide